CC=1C=C(C(=O)Cl)C=C(C1C(C)C)C 3,5-dimethyl-4-isopropyl-benzoyl chloride